methyl (1r,4R)-4-(3-chloroanilino)-8'-{(2R)-3-[(4-methoxyphenyl)methoxy]-2-methylpropyl}-3',4',8',9'-tetrahydro-2'H-spiro[cyclohexane-1,7'-indeno[5,6-b][1,4]dioxepine]-4-carboxylate ClC=1C=C(NC2(CCC3(C(CC4=CC=5OCCCOC5C=C34)C[C@H](COCC3=CC=C(C=C3)OC)C)CC2)C(=O)OC)C=CC1